COC(C1=CC=C(C=C1)NC(C(CC1=CC=CC=C1)N1C(C=C(C(=C1)OC)C1=C(C(=CC=C1C(C)=O)Cl)F)=O)=O)=O 4-(2-(4-(6-acetyl-3-chloro-2-fluorophenyl)-5-methoxy-2-oxopyridin-1(2H)-yl)-3-phenylpropionylamino)benzoic acid methyl ester